C(\C=C\C(=O)O)(=O)O.NC[C@H]1CN(CCC1)C1=C(C=CC(=C1C(F)(F)F)OC1=C(C=CC=C1)F)NC(=O)C=1N=C(SC1)C1=CN=NC=C1 N-{2-[(3S)-3-(Aminomethyl)piperidin-1-yl]-4-(2-fluorophenoxy)-3-(trifluoromethyl)phenyl}-2-(pyridazin-4-yl)-1,3-thiazol-4-carboxamid mono[(2E)-but-2-endioat]